2-(4-fluoro-3-nitrophenyl)-5-(furan-2-yl)-1,3,4-oxadiazoleN FC1=C(C=C(C=C1)C=1OC(NN1)C=1OC=CC1)[N+](=O)[O-]